C(C)(C)OC(=O)[C@@H]1N(CCC1)C(=O)C1=CC(=C2COCCN21)C(N[C@H](CC)C2=CC=CC=C2)=O (R)-[8-((R)-1-phenyl-propylcarbamoyl)-3,4-dihydro-1H-pyrrolo[2,1-c][1,4]oxazine-6-carbonyl]-pyrrolidine-2-carboxylic acid isopropyl ester